magnesium potassium sulfate phosphate P(=O)([O-])([O-])[O-].S(=O)(=O)(O)O.[K+].[Mg+2]